CS(=O)(=O)N1C[C@H](CC1)OC1=NNC(=C1)C(=O)OC methyl 3-[(3S)-1-methylsulfonylpyrrolidin-3-yl]oxy-1H-pyrazole-5-carboxylate